N-ethyl-3-((2S)-3-(8-(2-fluoro-5-methylphenylsulfonyl)-1-oxa-8-azaspiro[4.5]decan-3-ylamino)-2-hydroxypropoxy)benzenesulfonamide C(C)NS(=O)(=O)C1=CC(=CC=C1)OC[C@H](CNC1COC2(C1)CCN(CC2)S(=O)(=O)C2=C(C=CC(=C2)C)F)O